(S)-2-((S)-3-(1-benzyl-6-oxo-1,6-dihydropyridin-3-yl)piperidin-1-yl)-N-(5-chloropyridin-2-yl)propionamide C(C1=CC=CC=C1)N1C=C(C=CC1=O)[C@H]1CN(CCC1)[C@H](C(=O)NC1=NC=C(C=C1)Cl)C